C(C)OC(/C(=C/C1=NC=CC=N1)/F)=O (Z)-2-fluoro-3-(pyrimidin-2-yl)acrylic acid ethyl ester